3,13,19-trimethylhexacosanoic acid CC(CC(=O)O)CCCCCCCCCC(CCCCCC(CCCCCCC)C)C